4-{4-[(5R)-5-(azidomethyl)-4,5-dihydro-1,2-oxazol-3-yl]-2,6-difluorophenyl}thian-4-ol N(=[N+]=[N-])C[C@H]1CC(=NO1)C1=CC(=C(C(=C1)F)C1(CCSCC1)O)F